SILVER-SILVER SULFIDE [S-2].[Ag+].[Ag+]